2-((6-methoxy-2-(pyrrolidin-1-yl)-7-(3-(pyrrolidin-1-yl)prop-1-yn-1-yl)quinazolin-4-yl)amino)acetonitrile COC=1C=C2C(=NC(=NC2=CC1C#CCN1CCCC1)N1CCCC1)NCC#N